CN1CCC[C@@H]1C2=CNC(=O)C=C2 (R)-6-hydroxynicotine